C1(CC1)C1=NN(C=C1C1=CC=C2C(=N1)N(N=C2)C)[C@@H]2C[C@H](C2)CN (trans-3-(3-cyclopropyl-4-(1-methyl-1H-pyrazolo[3,4-b]pyridin-6-yl)-1H-pyrazol-1-yl)cyclobutyl)methylamine